3-(5-(4-(Methylsulfonyl)piperazin-1-yl)-1H-pyrazolo[3,4-c]pyridine-1-yl)-5-(trifluoromethyl)phenol CS(=O)(=O)N1CCN(CC1)C=1C=C2C(=CN1)N(N=C2)C=2C=C(C=C(C2)C(F)(F)F)O